S1C=NC2=C1C(=CC=C2)C2=CC=C(C=C2)[C@H](CO)N(C(=O)NC=2N=C(SC2)C#C)C (R)-1-(1-(4-(benzo[d]thiazol-7-yl)phenyl)-2-hydroxyethyl)-3-(2-ethynylthiazol-4-yl)-1-methylurea